C12C3C=CC(C2C=CCC1)C3 tricyclo[4.4.0.12,5]undec-3,7-diene